7H-pyrrolo[2,3-d]pyrimidine-5-carboxylic acid isobutyl ester C(C(C)C)OC(=O)C1=CNC=2N=CN=CC21